4-(((S)-1-(((S)-1-((4-(bromomethyl) phenyl) amino)-1-oxo-5-ureidopentyl-2-yl) amino)-3-methyl-1-oxobutyl-2-yl) amino)-4-oxobutanoyl piperidine-4-carboxylate N1CCC(CC1)C(=O)OC(CCC(=O)N=C(C(=O)N=C(C(=O)NC1=CC=C(C=C1)CBr)CCCNC(=O)N)C(C)C)=O